(2-chloro-6,7-dihydro-5H-cyclopenta[b]pyridin-4-yl)methanol ClC1=CC(=C2C(=N1)CCC2)CO